ClC=1N=C(N(C1)C(=O)NCCCC(F)(F)F)OC Chloro-2-methoxy-N-(4,4,4-trifluorobutyl)-1H-imidazole-1-carboxamide